OC1=C(C(N(C=C1)C)=O)NC(N[C@@H](CC(=O)OCC)C=1SC=C(C1)C1=CC=CC=C1)=O ethyl (S)-3-(3-(4-hydroxy-1-methyl-2-oxo-1,2-dihydropyridin-3-yl)ureido)-3-(4-phenylthiophen-2-yl)propanoate